2,5-difluoro-N-(2-(4-(isoquinolin-1-yl)piperazin-1-yl)ethyl)aniline FC1=C(NCCN2CCN(CC2)C2=NC=CC3=CC=CC=C23)C=C(C=C1)F